3-(2-chlorophenyl)-7-(trans-4-hydroxycyclohexylamino)-1-(2-pyrrolidin-1-yl-ethyl)-3,4-dihydropyrimido[4,5-d]-pyrimidin-2(1H)-one ClC1=C(C=CC=C1)N1C(N(C2=NC(=NC=C2C1)N[C@@H]1CC[C@H](CC1)O)CCN1CCCC1)=O